NC([C@H](C[C@H]1C(NCCC1)=O)NC([C@H](CC1CC1)NC(=O)C1=CC=2C=NC=CC2N1)=O)=O N-((S)-1-(((S)-1-amino-1-oxo-3-((S)-2-oxopiperidin-3-yl)propan-2-yl)amino)-3-cyclopropyl-1-oxopropan-2-yl)-1H-pyrrolo[3,2-c]pyridine-2-carboxamide